5-(2-(((4,4-difluorocyclohexyl)methyl)amino)-7H-pyrrolo[2,3-d]pyrimidin-5-yl)-N-(2,2-difluoroethyl)pyrazolo[1,5-a]pyridine-3-carboxamide FC1(CCC(CC1)CNC=1N=CC2=C(N1)NC=C2C2=CC=1N(C=C2)N=CC1C(=O)NCC(F)F)F